NCCN(S(=O)(=O)C1=CC=CC2=CC=CC=C12)C N-(2'-aminoethyl)-N-methylnaphthalene-1-sulfonamide